diethyl 2-(2-methyl-2-nitropropyl)pentanedioate CC(CC(C(=O)OCC)CCC(=O)OCC)(C)[N+](=O)[O-]